2-{1,4-dioxaspiro[4.5]decan-8-yl}benzonitrile O1CCOC12CCC(CC2)C2=C(C#N)C=CC=C2